CSC=1NCC(=CN1)O 2-(methylsulfanyl)-1,6-dihydropyrimidin-5-ol